[N+](=O)([O-])C1=C(C=CC(=C1)C)C mononitropara-xylene